C(C1=CC=CC=C1)OC1=C(C(=O)O)C=CC=C1OC 2-(benzyloxy)-3-methoxybenzoic acid